BrC=1C=C(C=C(C1)Br)C1(CC1)C#N (3,5-dibromophenyl)cyclopropane-1-carbonitrile